N,N-dimeth-yl-1-[(1S,2S)-2-{[(1R,2R)-2-pentylcyclopropyl]methyl}cyclopropyl]nonadecan-10-amine CN(C(CCCCCCCCC[C@@H]1[C@@H](C1)C[C@@H]1[C@@H](C1)CCCCC)CCCCCCCCC)C